C#CCCC\C=C/C\C=C/CCCC (6Z,9Z)-6,9-tetradecadien-1-yne